COC(=O)C1CC2(C1)CC(C2)NC(=O)C=2C=CC(=C1C=NN(C21)C(C)C2=CC=C(C=C2)OC(F)F)C#CC (Sa)-6-(1-(1-(4-(difluoromethoxy)phenyl)ethyl)-4-(propane-1-yn-1-yl)-1H-indazole-7-carboxamido)spiro[3.3]heptane-2-carboxylic acid methyl ester